NC1=NC=C(C=C1O[C@H](C)C=1C=C(C=CC1)NC(C1=CC(=CC=C1)C)=O)Cl (R)-N-(3-(1-((2-Amino-5-chloropyridin-3-yl)oxy)ethyl)phenyl)-3-methylbenzamid